FC(C1(CCN(CC1)C(=O)OC(C)(C)C)C=O)F tert-butyl 4-(difluoromethyl)-4-formyl-piperidine-1-carboxylate